O=S1(CCN(CC1)CC=1C=C(C=NC1)C=1C=C2CCC(N(C2=CC1)C)=O)=O 6-[5-(1,1-Dioxo-1λ6-thiomorpholin-4-ylmethyl)-pyridin-3-yl]-1-methyl-3,4-dihydro-1H-quinolin-2-one